methyl 1-ethyl-3-(hydroxymethyl)-1H-pyrazole-5-carboxylate C(C)N1N=C(C=C1C(=O)OC)CO